C(C1=CC=CC=C1)OC1=C(C=C(C=C1)Cl)C(C=P(C1=CC=CC=C1)(C1=CC=CC=C1)C1=CC=CC=C1)=O 1-(2-Benzyloxy-5-chloro-phenyl)-2-(triphenyl-λ5-phosphanylidene)-ethanone